(3-ethoxyisoxazol-5-yl)methanol C(C)OC1=NOC(=C1)CO